OC1OC=2CCCC(C2[C@H](C1)C)=O (4S)-2-hydroxy-4-methyl-2,3,4,6,7,8-hexahydro-5H-chromen-5-one